FC1=C2C(NC(N(C2=CC=C1)CC1=CC(=CC=C1F)C(=O)N1CCN(CC1)C1=NC=CC=C1)=O)=O 5-Fluoro-1-(6-fluoro-3-(4-(pyridin-2-yl)piperazine-1-carbonyl)benzyl)quinazoline-2,4(1H,3H)-dione